2-(4-Cyclopropyl-6-methoxypyrimidin-5-yl)-8-(4-(1-methyl-4-(trifluoromethyl)-1H-imidazole-2-yl)benzyl)pteridine-7(8H)-one C1(CC1)C1=NC=NC(=C1C1=NC=2N(C(C=NC2C=N1)=O)CC1=CC=C(C=C1)C=1N(C=C(N1)C(F)(F)F)C)OC